NC1=C2C(=NC=N1)N(N=C2C=2NC1=CC(=CC=C1C2Cl)C#N)C(C)(C)C 2-(4-Amino-1-(tert-butyl)-1H-pyrazolo[3,4-d]pyrimidin-3-yl)-3-chloro-1H-indole-6-carbonitrile